5-bromo-N-(2-chloro-5-fluorophenyl)-3-nitropyridin-2-amine BrC=1C=C(C(=NC1)NC1=C(C=CC(=C1)F)Cl)[N+](=O)[O-]